C(C)(C)(C)S(=O)(=O)C=1C(=CC=2N(C1)C(=CN2)N2N=CC(=C2)NC)OC 1-(6-(tert-butylsulfonyl)-7-methoxyimidazo[1,2-a]pyridin-3-yl)-N-methyl-1H-pyrazol-4-amine